ClC[Si](C(=C)C(F)(F)F)(C)C chloromethyl-dimethyl-[1-(trifluoromethyl)vinyl]silane